C(C)(C)N1N=CC(=C1)C1=NC(=NC=C1OC)NC=1C=C2C=CN(C2=CC1)S(=O)(=O)C1=CC=C(C=C1)C(F)(F)F N-(4-(1-isopropyl-1H-pyrazol-4-yl)-5-methoxypyrimidin-2-yl)-1-((4-(trifluoromethyl)phenyl)sulfonyl)indol-5-amine